ClC1=C(OCC=2C(=C(C=CC2)C2=C(C(=CC=C2)C2=NN=C(O2)CCNC(OC(C)(C)C)=O)C)C)C=C(C(=C1)C=O)OCC=1C=NC=C(C1)C#N tert-butyl (2-(5-(3'-((2-chloro-5-((5-cyanopyridin-3-yl)methoxy)-4-formylphenoxy)methyl)-2,2'-dimethyl-[1,1'-biphenyl]-3-yl)-1,3,4-oxadiazol-2-yl)ethyl)carbamate